2,7-bis(4-acetylphenyl)spiro[fluorene-9,9'-xanthene] C(C)(=O)C1=CC=C(C=C1)C1=CC2=C(C=C1)C1=CC=C(C=C1C21C2=CC=CC=C2OC=2C=CC=CC12)C1=CC=C(C=C1)C(C)=O